C(C)(=O)C1=CC=C(C=C1)C1=CC=C(C=C1)CC(=O)O 4'-ACETYL-BIPHENYL-4-ACETIC ACID